(4-((4-(3-fluoro-4-hydroxyphenyl)-5-methylpyrimidin-2-yl)amino)-1H-pyrazol-1-yl)piperidine-1-carboxylic acid benzyl ester C(C1=CC=CC=C1)OC(=O)N1C(CCCC1)N1N=CC(=C1)NC1=NC=C(C(=N1)C1=CC(=C(C=C1)O)F)C